O1CNC2=C1C=CC=C2 dihydro(1,3)-benzoxazole